hydroxy-2-(hydroxymethyl)-4H-pyran-4-one OC1=C(OC=CC1=O)CO